C[SiH]1O[Si](O[Si](O[Si](O[Si-](O1)(C)(C)C)(C)C)(C)C)(C)C DecamethylcyclopentasiloxaneID